BrC1=CC=C(C=C1)OCC=C C1-bromo-4-(prop-2-en-1-yloxy)benzene